C1(=C(C=CC=C1)NC(C1=NC(=CC=C1)O)=O)C1=CC=CC=C1 N-([1,1'-biphenyl]-2-yl)-6-hydroxypicolinamide